C(C1=CC=CC=C1)SC1=CC=C(C=C1)N(C(C(F)(F)F)=O)C[C@H](CC1=CC=CC=C1)NC(C1=CC=C(C=C1)F)=O (S)-N-(1-(N-(4-(benzylsulfanyl)phenyl)-2,2,2-trifluoroacetamido)-3-phenylpropan-2-yl)-4-fluorobenzamide